(R)-2-hydroxy-2-(6-(2-(3-(trifluoromethoxy)benzyl)-2H-tetrazol-5-yl)pyridin-2-yl)propane-1-sulfonamide O[C@](CS(=O)(=O)N)(C)C1=NC(=CC=C1)C=1N=NN(N1)CC1=CC(=CC=C1)OC(F)(F)F